C1(=CC=CC=C1)C(CCCCCC1=CC=CC=C1)NC(=O)N 1,6-diphenyl-hexanyl-urea